dihydropyrazolo[1,5-a]pyrazine-3,5(4H)-dicarboxamide N1CC(=C2N1C=CN(C2)C(=O)N)C(=O)N